C(\C=C\C1=CC(OC)=C(O)C=C1)(=O)C(C(=O)OC(\C=C\C1=CC(O)=C(O)C=C1)=O)(O)C(O)C(=O)OCC feruloyl-tartaric acid, caffeoyl ethyl ester